N1=CC=C(C=C1)C1=CC(=NN1)C(=O)N1CCC(CC1)C(=O)NC1CCC(CC1)O 1-[5-(pyridin-4-yl)-1H-pyrazole-3-carbonyl]-N-[(1r,4r)-4-hydroxycyclohexyl]piperidine-4-carboxamide